1,1'-(4-methyl-1,3-phenylene)bis(3,3-dimethylurea) CC1=C(C=C(C=C1)NC(=O)N(C)C)NC(=O)N(C)C